Stearyl Stearat C(CCCCCCCCCCCCCCCCC)(=O)OCCCCCCCCCCCCCCCCCC